C(C1=CC=CC=C1)OC1=C(SC=C1)C(=O)NC=1C=NC=CC1Cl 3-benzyloxy-N-(4-chloropyridin-3-yl)thiophene-2-carboxamide